ethyl 1-(4-cyclohexyl-3-(trifluoromethyl)benzyl)-3-(methoxymethyl)-1H-pyrazole-4-carboxylate C1(CCCCC1)C1=C(C=C(CN2N=C(C(=C2)C(=O)OCC)COC)C=C1)C(F)(F)F